tert-butyl 2-methyl-2-(2,2,2-trifluoroacetamido)propanoate CC(C(=O)OC(C)(C)C)(C)NC(C(F)(F)F)=O